8-(2-Morpholinoethoxy)-N-(6-nitropyridin-3-yl)-5,6-dihydrobenzo[h]quinazolin-2-amine O1CCN(CC1)CCOC=1C=CC2=C(CCC=3C=NC(=NC23)NC=2C=NC(=CC2)[N+](=O)[O-])C1